methyl (S)-3-(4-(((S)-5-bromo-7-chloro-2,3-dihydrobenzo[b][1,4]dioxin-2-yl) methoxy) phenyl)-4-hexynoate BrC1=CC(=CC=2O[C@H](COC21)COC2=CC=C(C=C2)[C@H](CC(=O)OC)C#CC)Cl